2,2,6,6-tetramethylpiperidin-4-yl 4'-(4-pentylcyclohexyl)-[1,1'-biphenyl]-4-carboxylate C(CCCC)C1CCC(CC1)C1=CC=C(C=C1)C1=CC=C(C=C1)C(=O)OC1CC(NC(C1)(C)C)(C)C